ClC1=CC=C(CNC(=O)C2=NC=3CN(CCC3C=C2)CC2=NC=3C(=NC(=CC3)C(=O)OC)N2C[C@H]2OCC2)C=C1 methyl (S)-2-((2-((4-chlorobenzyl)carbamoyl)-5,8-dihydro-1,7-naphthyridin-7(6H)-yl)methyl)-3-(oxetan-2-ylmethyl)-3H-imidazo[4,5-b]pyridine-5-carboxylate